CC(C(C(=O)[O-])=O)(C)C.[Na+] sodium 3,3-dimethyl-2-oxobutyrate